5-bromopyridine-2-carbaldehyde BrC=1C=CC(=NC1)C=O